CC1(OB(OC1(C)C)C1=CNC2=CN=CC=C21)C 3-(4,4,5,5-tetramethyl-1,3,2-dioxaborolan-2-yl)-1H-pyrrolo[2,3-c]pyridine